OC(C(=O)O)C[C@@H](C)[C@H]1CC[C@H]2[C@@H]3CC[C@H]4CCCC[C@]4(C)[C@H]3CC[C@]12C hydroxy-5α-cholanic acid